8-Oxa-2-aza-spiro[4.5]decane-2-carboxylic acid [7-(3-hydroxyphenyl)-4-methoxy-thiazolo[4,5-c]pyridin-2-yl]-amide OC=1C=C(C=CC1)C=1C2=C(C(=NC1)OC)N=C(S2)NC(=O)N2CC1(CC2)CCOCC1